FC=1C=C(C2=C(N=C(S2)N(CCC2=C(C=C(C=C2)OC)F)CC2=CC=C(C=C2)C#CC(=O)O)C1)F 3-(4-(((5,7-difluorobenzo[d]thiazol-2-yl)(2-fluoro-4-methoxy-phenethyl)amino)methyl)phenyl)propiolic acid